FC1=CC=C(C=C1)N(C(=O)[C@H]1N(CC[C@H]1O)C(=O)OC(C)(C)C)C tert-butyl (2S,3R)-2-((4-fluorophenyl)(methyl)carbamoyl)-3-hydroxypyrrolidine-1-carboxylate